4-bromo-3-fluoro-5-hydroxybenzoic acid BrC1=C(C=C(C(=O)O)C=C1O)F